[H-].[H-].C(C)C1=CC=CC1.C(C)C1=CC=CC1.[W+2] tungsten bis(ethylcyclopentadiene) dihydride